C(C)(C)(C)OC(=O)N(C(OC(C)(C)C)=O)C1=NC=NC(=C1CC(OCC)OCC)C=1C=NNC1 tert-Butyl (tert-butoxycarbonyl)(5-(2,2-diethoxyethyl)-6-(1H-pyrazol-4-yl)pyrimidin-4-yl)carbamate